(S)-N-(4-AMINO-3,4-DIOXO-1-PHENYLBUTAN-2-YL)-1-METHYL-4-PHENYL-1H-IMIDAZOLE-5-CARBOXAMIDE NC(C([C@H](CC1=CC=CC=C1)NC(=O)C1=C(N=CN1C)C1=CC=CC=C1)=O)=O